methyl (S)-1'-(4-chloro-3-(trifluoromethyl)benzyl)-2'-oxo-1,3-dihydrospiro[indene-2,3'-pyrrolidine]-4-carboxylate ClC1=C(C=C(CN2C([C@@]3(CC2)CC=2C=CC=C(C2C3)C(=O)OC)=O)C=C1)C(F)(F)F